IC1=CN(C=2N=CN=C(C21)N)C(CC)C=2N=NN(C2)C2=CC=CC=C2 5-iodo-7-[1-(1-phenyl-1H-1,2,3-triazol-4-yl)propyl]-7H-pyrrolo[2,3-d]pyrimidin-4-amine